BrCCCCCCCCCC(=O)OCC1(COC1)C (3-METHYLOXETAN-3-YL)METHYL 10-BROMODECANOATE